FC(COC=1C(=CC2=NN(C(C(=C2N1)C1=CC=C(C=C1)OC(F)F)=O)C1=CC2=CN(N=C2C=C1)C)F)F 6-(2,2-Difluoroethoxy)-4-(4-(difluoromethoxy)phenyl)-7-fluoro-2-(2-methyl-2H-indazol-5-yl)pyrido[3,2-C]pyridazin-3(2H)-one